CC=1C(C2=C(C=3CCCC3C(=C2C1)C1=CC(=CC(=C1)C)C)C1=CC(=CC(=C1)C)C)[Si](C)(C)C1C(=CC2=C(C=3CCCC3C(=C12)C1=CC(=CC(=C1)C)C)C1=CC(=CC(=C1)C)C)C Bis[2-methyl-4,8-bis(3,5-dimethylphenyl)-1,5,6,7-tetrahydro-s-indacen-1-yl]dimethylsilane